C(CSSCC[O-])[O-] 2,2'-dithiodiethanolate